C(CC)N1N=NC(=C1)S(=O)(=O)Cl 1-propyl-1H-1,2,3-triazole-4-sulfonyl chloride